(3as,6as)-hexahydro-2,5-methanopentalene C1C2C[C@H]3CC(C=C13)C2